2-bromo-6-chloro-3,3'-bipyridine BrC1=NC(=CC=C1C=1C=NC=CC1)Cl